(E)-1-(4-(3-bromopropoxy)phenyl)-3-(2,4-dichlorophenyl)prop-2-en-1-one BrCCCOC1=CC=C(C=C1)C(\C=C\C1=C(C=C(C=C1)Cl)Cl)=O